Cyclopropane-1,1-dicarboxylic acid [4-(6,7-dimethoxy-quinolin-4-yloxy)-phenyl]-amide (4-[18F]-fluoro-phenyl)amide [18F]C1=CC=C(C=C1)NC(=O)C1(CC1)C(=O)NC1=CC=C(C=C1)OC1=CC=NC2=CC(=C(C=C12)OC)OC